2-(4-(diphenylamino)phenyl)anthracene-9,10-dione C1(=CC=CC=C1)N(C1=CC=C(C=C1)C1=CC=2C(C3=CC=CC=C3C(C2C=C1)=O)=O)C1=CC=CC=C1